ClC=1C=2N(C=CC1)N=C(C2)[C@H]2N(CCC1=C2N=CN1)C1=NC=C(C=C1)C(F)(F)F (S)-4-(4-chloropyrazolo[1,5-a]pyridin-2-yl)-5-(5-(trifluoromethyl)pyridin-2-yl)-4,5,6,7-tetrahydro-1H-imidazo[4,5-c]pyridine